n-pentyl cis-4-cyclohexene-1,2-dicarboxylate [C@@H]1([C@H](CC=CC1)C(=O)[O-])C(=O)OCCCCC